(S)-4-(bis(2-methoxyphenyl)carbamoyl)-1-(10-methyl-11-oxo-10,11-dihydro-5H-dibenzo[b,e][1,4]diazepine-5-carbonyl)piperazine-2-carboxylic acid COC1=C(C=CC=C1)N(C(=O)N1C[C@H](N(CC1)C(=O)N1C2=C(N(C(C3=C1C=CC=C3)=O)C)C=CC=C2)C(=O)O)C2=C(C=CC=C2)OC